C(C)(C)(C)OC(N(CC)C1CCN(CC1)C=1C2=CN(N=C2C(=CC1)C(NC1=CC2=CN(N=C2C(=C1)CC(=O)N)C)=O)C)=O.CO[SiH](CC1=CC=C(C=C1)OCOC)OC dimethoxy[4-(methoxymethoxy)phenyl]Methylsilane tert-butyl-N-[1-[7-[[7-(2-amino-2-oxo-ethyl)-2-methyl-indazol-5-yl]carbamoyl]-2-methyl-indazol-4-yl]-4-piperidyl]-N-ethyl-carbamate